C1(CC1)S(=O)(=O)N1N=CC(=C1)C1=NC=CC(=N1)NC1=CC(=C(C=N1)C1=NC=CC(=C1)C(C)(C)O)NC1CCC(CC1)(O)C (1s,4s)-4-((6'-((2-(1-(Cyclopropylsulfonyl)-1H-pyrazol-4-yl)pyrimidin-4-yl)amino)-4-(2-hydroxypropan-2-yl)-[2,3'-bipyridin]-4'-yl)amino)-1-methylcyclohexan-1-ol